magnesium Silicon oxide [Si]=O.[Mg]